O[C@H](C(=O)OC1CN2CCC1CC2)C2=CC=CC=C2 quinuclidin-3-yl (S)-2-hydroxy-2-phenylacetate